5-{2-acetamidoimidazo[1,2-b]pyridazin-6-yl}-N-{[3-fluoro-5-(trifluoromethoxy)phenyl]methyl}-2-methoxypyridine-3-carboxamide C(C)(=O)NC=1N=C2N(N=C(C=C2)C=2C=C(C(=NC2)OC)C(=O)NCC2=CC(=CC(=C2)OC(F)(F)F)F)C1